2-[2-(4,5-dihydro-1H-imidazol-2-yl)hydrazin-1-ylidene]acetic acid N1C(=NCC1)NN=CC(=O)O